(S)-4-(3-(1-(but-2-ynoyl)pyrrolidin-2-yl)-5-ethoxyimidazo[1,5-a]pyrazin-1-yl)-N-(4-(trifluoromethyl)pyridin-2-yl)benzamide C(C#CC)(=O)N1[C@@H](CCC1)C1=NC(=C2N1C(=CN=C2)OCC)C2=CC=C(C(=O)NC1=NC=CC(=C1)C(F)(F)F)C=C2